O1C2=C(OCC1)C=C(C=C2)C2=NC1=C(N2)C=C(C=C1C)C1CCN(CC1)C1CCN(CC1)CC(C)C 2-(2,3-Dihydrobenzo[b][1,4]dioxin-6-yl)-6-(1'-isobutyl-[1,4'-bipiperidin]-4-yl)-4-methyl-1H-benzo[d]imidazol